N1=C(C=CC=C1)C(C(=S)S)C 2-Pyridyldithiopropionic acid